3-[5-cyclopropyl-4-[5-[2-(4-tetrahydropyran-2-yloxybutoxy)ethyl]pyrimidin-2-yl]isoxazol-3-yl]-1-isopropyl-pyrazolo[3,4-d]pyrimidin-4-amine C1(CC1)C1=C(C(=NO1)C1=NN(C2=NC=NC(=C21)N)C(C)C)C2=NC=C(C=N2)CCOCCCCOC2OCCCC2